tetrabromobisphenol A diallyl-carbonate C(C=C)OC(OCC=C)=O.BrC1=C(C(=C(C(=C1O)Br)Br)C(C)(C)C1=CC=C(C=C1)O)Br